(+)-2-amino-1,2-diphenylethanol NC(C(O)C1=CC=CC=C1)C1=CC=CC=C1